ClC=1C=C(C=CC1F)NC1=NC=NC2=CC(=C(C=C12)NC(\C=C\CN1CCN(CC1)C(CNC1=C2C(N(C(C2=CC=C1)=O)C1C(NC(CC1)=O)=O)=O)=O)=O)OC (E)-N-(4-((3-chloro-4-fluorophenyl)amino)-7-methoxyquinazolin-6-yl)-4-(4-(2-((2-(2,6-dioxopiperidin-3-yl)-1,3-dioxoisoindolin-4-yl)amino)acetyl)piperazin-1-yl)but-2-enamide